(S)-3-((R)-1-(tert-butoxy)-3-(3-formylphenyl)-1-oxopropane-2-yl)pyrrolidine-1-carboxylic acid tert-butyl ester C(C)(C)(C)OC(=O)N1C[C@@H](CC1)[C@H](C(=O)OC(C)(C)C)CC1=CC(=CC=C1)C=O